BrC=1C(=C(C(OC1)=O)Cl)Cl monobromodichloropyrone